5-(2,4-difluorophenyl)-N-[2-(1-methylpyrazol-4-yl)-2-pyrazin-2-yl-ethyl]isoxazole-3-carboxamide FC1=C(C=CC(=C1)F)C1=CC(=NO1)C(=O)NCC(C1=NC=CN=C1)C=1C=NN(C1)C